N-(2,2-diethoxypropyl)-methyl-2,3,5-triiodobenzamide C(C)OC(CNC(C1=C(C(=C(C(=C1)I)C)I)I)=O)(C)OCC